ribofuranosyl-picolineamide C1([C@H](O)[C@H](O)[C@H](O1)CO)C=1C(=NC=CC1)C(=O)N